C1(CC1)C(=O)N1CCC2=CC(=CC=C12)C=1N=C(SC1C)NC(CC=1C=C(OCCC(CC)(C)C)C=CC1)=O 5-(3-(2-((4-(1-(cyclopropanecarbonyl)indolin-5-yl)-5-methylthiazol-2-yl)amino)-2-oxoethyl)phenoxy)-3,3-dimethylpentane